4-(4-amino-3-hydroxyphenyl)-2-methylpiperidine-1-carboxylic acid tert-butyl ester C(C)(C)(C)OC(=O)N1C(CC(CC1)C1=CC(=C(C=C1)N)O)C